5-((2-ethyl-5-isopropylpyridin-4-yl)oxy)pyrimidine-2,4-diamine C(C)C1=NC=C(C(=C1)OC=1C(=NC(=NC1)N)N)C(C)C